C(C)OC(CC1CCC2(CC1)OC1(OO2)C2CC3CC(C[C@@H]1C3)(C2)C(=O)OCC2=CC=CC=C2)=O Benzyl (2r,3S,4''S,5S,5's,7S)-4''-(2-ethoxy-2-oxoethyl)dispiro[adamantane-2,3'-[1,2,4]trioxolane-5',1''-cyclohexane]-5-carboxylate